NC1=C2C(=NC=N1)N(N=C2C2=C(C=C(C=C2)F)O)C(C)C=2OC1=CC=CC=C1C(C2C2=CC(=CC=C2)F)=O 2-(1-(4-Amino-3-(4-fluoro-2-hydroxyphenyl)-1H-pyrazolo[3,4-d]pyrimidin-1-yl)ethyl)-3-(3-Fluorophenyl)-4H-chromen-4-one